COC=1C=C2C(=NC(=NC2=CC1OC)C)N[C@H](C)C1=CC(=CC=C1)C=1C=NC(=NC1)OC 6,7-dimethoxy-N-{(1R)-1-[3-(2-methoxy-pyrimidin-5-yl)-phenyl]ethyl}-2-methylquinazolin-4-amine